((1,4-dioxan-2-yl)methoxy)-6-((4-methoxybenzyl)oxy)-2-(4-(6-methylpyridin-3-yl)phenyl)pyrimidine O1C(COCC1)COC1=NC(=NC(=C1)OCC1=CC=C(C=C1)OC)C1=CC=C(C=C1)C=1C=NC(=CC1)C